OC=1C(=CC2=CN(N=C2C1C)C)C=1N=CC2=C(N1)C=CN(C2=O)C2CC(NCC2)C 2-(6-hydroxy-2,7-dimethyl-indazol-5-yl)-6-(2-methyl-4-piperidyl)pyrido[4,3-d]pyrimidin-5-one